N,6-dimethyl-4-[(1-methylcyclopropyl)amino]-N-[1-(prop-2-yl)-1H-pyrazol-4-yl]furo[2,3-d]pyrimidine-5-carboxamide CN(C(=O)C1=C(OC=2N=CN=C(C21)NC2(CC2)C)C)C=2C=NN(C2)C(C)C